CC=1N2C=3SC=4CC(CC4C3C=NCC2=NN1)C(=O)O 3-methyl-16-thia-2,4,5,8-tetraazatetracyclo[8.6.0.02,6.011,15]hexadeca-1(10),3,5,8,11(15)-pentaene-13-carboxylic acid